4-(pyridine-3-yl)-4-oxo-butylamine dihydrochloride Cl.Cl.N1=CC(=CC=C1)C(CCCN)=O